C1(=C(C=CC=C1)N1CC2=NC=C(C=C2C1=O)C#N)C1=CC=CC=C1 6-[[1,1'-biphenyl]-2-yl]-5-oxo-7H-pyrrolo[3,4-b]pyridine-3-carbonitrile